COC(/C=C/C=1C(=NN(C1C)COCC[Si](C)(C)C)C(=O)OC)=O methyl 4-[(1E)-3-methoxy-3-oxoprop-1-en-1-yl]-5-methyl-1-{[2-(trimethylsilyl) ethoxy] methyl}-1H-pyrazole-3-carboxylate